8-(4-Aminophenyl)-2-((2-methoxyphenyl)amino)-5-((triisopropylsilyl)ethynyl)pyrido[2,3-d]pyrimidin-7(8H)-one NC1=CC=C(C=C1)N1C(C=C(C2=C1N=C(N=C2)NC2=C(C=CC=C2)OC)C#C[Si](C(C)C)(C(C)C)C(C)C)=O